6-[3-(2-methoxy-4-methylsulfonyl-anilino)prop-1-ynyl]-1-(2,2,2-trifluoroethyl)benzimidazole-4-carboxamide COC1=C(NCC#CC=2C=C(C3=C(N(C=N3)CC(F)(F)F)C2)C(=O)N)C=CC(=C1)S(=O)(=O)C